CC1=C(N=CN1C=1C=NC(=CC1)C)C(=O)OCC Ethyl 5-methyl-1-(6-methyl-3-pyridyl)imidazole-4-carboxylate